C=1(C(=CC=CC1)C(=O)O)C1=CC=CC=C1 biphenyl-2-carboxylic acid